(E)-2-methyl-1-(p-tolyl)pent-3-en-2-ol CC(CC1=CC=C(C=C1)C)(\C=C\C)O